SC(CO)CCC 2-mercaptopentanol